((S)-2-methylpiperazin-1-yl)methanone C[C@@H]1N(CCNC1)C=O